ClC1=CC(=C(C=C1)[C@@]1(OC2=C(O1)C=CC=C2C2CCN(CC2)CC2=NC1=C(N2C[C@H]2OCC2)C(=C(C=C1)C(=O)O)F)C)F 2-({4-[(2S)-2-(4-chloro-2-fluorophenyl)-2-methyl-1,3-benzodioxol-4-yl]piperidin-1-yl}methyl)-7-fluoro-1-[(2S)-oxetan-2-ylmethyl]-1H-benzimidazole-6-carboxylic acid